NC=1NC(C2=C(N1)NC(=C2C2=C(C=CC=C2)Cl)C2=CC=C(C=C2)S(=O)(=O)N(C)C)=O 4-(2-amino-5-(2-chlorophenyl)-4-oxo-4,7-dihydro-3H-pyrrolo[2,3-d]pyrimidin-6-yl)-N,N-dimethylbenzenesulfonamide